CCC(C(=O)O[C@H](C)C=1C(=NC=C(C1)F)C)(C)C (R)-1-(5-fluoro-2-methylpyridin-3-yl)ethan-1-ol methyl-2,2-dimethylpropionate